Cl.C1NCCC2=CC=CC(=C12)NC1CCN(CC1)C(C)=O 1-(4-((1,2,3,4-tetrahydro-isoquinolin-8-yl)amino)piperidin-1-yl)ethan-1-one hydrochloride